N-ethyl-2-(pyridin-4-yl)pyrido[3,4-d]pyrimidin-4-amine C(C)NC=1C2=C(N=C(N1)C1=CC=NC=C1)C=NC=C2